C(CC)N(S(=O)(=O)C1=CC=C(C(=O)O)C=C1)CCC 4-(N,N-dipropylsulfamoyl)benzoic acid